N6-(prop-2-yn-1-yl)-lysine C(C#C)NCCCC[C@H](N)C(=O)O